(2-((3,5-dimethoxybenzyl)oxy)-5-fluorophenyl)triethoxysilane COC=1C=C(COC2=C(C=C(C=C2)F)[Si](OCC)(OCC)OCC)C=C(C1)OC